C1(CC1)C1=NC=NC(=C1C1=NC=C2N(C(N(C2=N1)CC1=CC=C(C=C1)C=1N(C=C(N1)C(F)(F)F)C)=N)CC(F)(F)F)OCC 2-(4-cyclopropyl-6-ethoxy-pyrimidin-5-yl)-9-[[4-[1-methyl-4-(trifluoromethyl)imidazol-2-yl]phenyl]methyl]-7-(2,2,2-trifluoroethyl)purin-8-imine